Methyl (S)-2-(1-((tert-butoxycarbonyl)amino)ethyl)-5-fluoro-3-(4,4,5,5-tetramethyl-1,3,2-dioxaborolan-2-yl)benzofuran-7-carboxylate C(C)(C)(C)OC(=O)N[C@@H](C)C=1OC2=C(C1B1OC(C(O1)(C)C)(C)C)C=C(C=C2C(=O)OC)F